N1(N=NN=C1)C[C@H](C)OC1=C(C#N)C=CC(=C1)C=1C=NC(=NC1)NC=1C(=NN(C1)C1CCC(CC1)N1C[C@@H](O[C@@H](C1)C)C)OCCCOC(C)C 2-(((S)-1-(1H-tetrazol-1-yl)propan-2-yl)oxy)-4-(2-((1-((1r,4r)-4-((2S,6R)-2,6-dimethylmorpholino)cyclohexyl)-3-(3-isopropoxypropoxy)-1H-pyrazol-4-yl)amino)pyrimidin-5-yl)benzonitrile